C(C)(C)(C)N1N=C(C=C1NC(OCC1=CC=CC=C1)=O)C1C=C(CC1)C1=NC(=CC=C1)C(C)(C)C benzyl (1-(tert-butyl)-3-(3-(6-(tert-butyl)pyridin-2-yl)cyclopent-2-en-1-yl)-1H-pyrazol-5-yl)carbamate